COC(CCOCC1=NNC(C(=C1)C(F)(F)F)=O)=O 3-[(6-Oxo-5-(trifluoromethyl)-1,6-dihydropyridazin-3-yl)methoxy]propionic acid methyl ester